1-(2-fluorophenyl)ethanol FC1=C(C=CC=C1)C(C)O